9,9-bis(6-glycidyloxy-2-naphthyl)fluorene C(C1CO1)OC=1C=C2C=CC(=CC2=CC1)C1(C2=CC=CC=C2C=2C=CC=CC12)C1=CC2=CC=C(C=C2C=C1)OCC1CO1